CCC(CC)N1N=CC(=C1)C=1C=2N(C=C(N1)C=1C=NN(C1)CC(CO)CO)N=CC2 2-((4-(4-(1-(pentan-3-yl)-1H-pyrazol-4-yl)pyrazolo[1,5-a]pyrazin-6-yl)-1H-pyrazol-1-yl)methyl)propane-1,3-diol